12-azidododecylphosphonic acid N(=[N+]=[N-])CCCCCCCCCCCCP(O)(O)=O